6-chloro-1-(2-(naphthalen-1-yl)ethyl)-7-(naphthalen-1-ylmethyl)-5-oxo-8-(3-(trifluoromethyl)phenyl)-1,2,3,5-tetrahydroimidazo[1,2-a]pyridine-3-carboxylic acid ClC1=C(C(=C2N(C1=O)C(CN2CCC2=CC=CC1=CC=CC=C21)C(=O)O)C2=CC(=CC=C2)C(F)(F)F)CC2=CC=CC1=CC=CC=C21